2-[6-bromo-4-(difluoromethyl)-1-oxo-phthalazin-2-yl]-N-pyrimidin-2-yl-acetamide BrC=1C=C2C(=NN(C(C2=CC1)=O)CC(=O)NC1=NC=CC=N1)C(F)F